5-(difluoromethoxy)-2-fluoro-N-[3-(2-isopropylphenyl)-1-methyl-6-oxo-1,6-dihydro-4-pyridazinyl]benzamide FC(OC=1C=CC(=C(C(=O)NC=2C(=NN(C(C2)=O)C)C2=C(C=CC=C2)C(C)C)C1)F)F